(R)-2-((R)-2-amino-3-phenylpropanamido)-4-methylpentanamide dihydrochloride Cl.Cl.N[C@@H](C(=O)N[C@@H](C(=O)N)CC(C)C)CC1=CC=CC=C1